C1(=CC=CC2=CC=CC=C12)C=CC=CC1=CC=CC2=CC=CC=C12 1,4-dinaphthyl-1,3-butadiene